tert-butyl N-[2-[(2R)-pyrrolidin-2-yl]ethyl]carbamate N1[C@H](CCC1)CCNC(OC(C)(C)C)=O